N-(3-((5-cyano-4-(6-(3-(dimethylamino)propoxy)-1-methyl-1H-indol-3-yl)pyrimidin-2-yl)amino)-4-methoxyphenyl)acrylamide C(#N)C=1C(=NC(=NC1)NC=1C=C(C=CC1OC)NC(C=C)=O)C1=CN(C2=CC(=CC=C12)OCCCN(C)C)C